2,4-dioctylthiomethyl-6-tert-butylphenol C(CCCCCCC)SCC1=C(C(=CC(=C1)CSCCCCCCCC)C(C)(C)C)O